4-bromo-1-cyclopropyl-5-(2,6-dimethylphenoxy)pyridin-2(1H)-one BrC1=CC(N(C=C1OC1=C(C=CC=C1C)C)C1CC1)=O